ClC1=C(OCC(=O)N(C2=C(C=CC=C2CC)C)COCC)C=CC(=C1)Cl 2-(2,4-dichlorophenoxy)-2'-methyl-6'-ethyl-N-(ethoxymethyl)acetanilide